tert-butyl [2-(5-methyl-1-{[2-(trimethylsilyl)ethoxy]methyl}-1H-pyrazol-3-yl)-3-thienyl]carbamate CC1=CC(=NN1COCC[Si](C)(C)C)C=1SC=CC1NC(OC(C)(C)C)=O